OC1=CC=C(C=C1)NC1=NC=CC=C1C1=C(C=CC(=C1)OC)S(=O)(=O)N 2-(((4-hydroxyphenyl)amino)pyridin-3-yl)-4-methoxybenzenesulfonamide